BrC1=C2C=NN(C2=CC(=C1CCCN)Cl)C1OCCCC1 3-(4-bromo-6-chloro-1-(tetrahydro-2H-pyran-2-yl)-1H-indazol-5-yl)propan-1-amine